BrC1=CC=C(C=C1)C(C([2H])OC(F)(F)F)=O 1-(4-bromophenyl)-2-(trifluoromethoxy)ethan-1-one-2-d